CN(C(=O)C1=CC=C(C=C1)C=1C=CC(=NC1)NC=1C=C(C=NC1)NC(=O)C=1C=C(C=CC1)NC(OC(C)(C)C)=O)C tert-butyl (3-((5-((5-(4-(dimethylcarbamoyl)phenyl)pyridin-2-yl)amino)pyridin-3-yl)carbamoyl)phenyl)carbamate